4-(6-(2,5-Difluorophenyl)-6-(1-methyl-2-oxo-1,2-dihydropyridin-3-yl)hex-1,3-diyn-1-yl)-2-(((S)-pyrrolidin-2-yl)methoxy)pyridin FC1=C(C=C(C=C1)F)C(CC#CC#CC1=CC(=NC=C1)OC[C@H]1NCCC1)C=1C(N(C=CC1)C)=O